C1(=CC=CC=C1)[C@H](C)N=[N+]=[N-] (S)-1-phenylethylazide